C(C)(C)(C)C1=NC(=NO1)C(=O)NCC1=C(C=C(C=C1)C1=NC=NN2C1=CC(=C2)C2=CC=C(C=C2)C=O)F 5-tert-butyl-N-[[2-fluoro-4-[6-(4-formylphenyl)pyrrolo[2,1-f][1,2,4]triazin-4-yl]phenyl]methyl]-1,2,4-oxadiazole-3-carboxamide